2-cyclopropyl-8-fluoro-N-[6-(4-isopropyl-4H-1,2,4-triazol-3-yl)pyridin-2-yl]-5,6-dihydro-4H-benzo[f]imidazo[1,2-a][1,4]diazepine-9-carboxamide C1(CC1)C=1N=C2N(C3=C(CNC2)C=C(C(=C3)C(=O)NC3=NC(=CC=C3)C3=NN=CN3C(C)C)F)C1